COC(=O)C1(CC1)C1=CC(=C(C(=C1)[N+](=O)[O-])O)F 1-(3-fluoro-4-hydroxy-5-nitrophenyl)cyclopropane-1-carboxylic acid methyl ester